N[C@@H]1C2=CC=CC=C2CC12CCN(CC2)C=2NC(C1=C(N2)NN=C1C1(CC1)C1=CC(=CC=C1)SC)=O (S)-6-(1-amino-1,3-dihydrospiro[indene-2,4'-piperidine]-1'-yl)-3-(1-(3-(methylthio)phenyl)cyclopropyl)-1,5-dihydro-4H-pyrazolo[3,4-d]pyrimidin-4-one